2-chloro-N-(4-(2-(2-chloropyrimidin-4-yl)-5-isopropylphenoxy)-3-fluorophenyl)benzenesulfonamide ClC1=C(C=CC=C1)S(=O)(=O)NC1=CC(=C(C=C1)OC1=C(C=CC(=C1)C(C)C)C1=NC(=NC=C1)Cl)F